ClC1=C(C(=CC=C1)O)C1=C(C2=C(CN3[C@@H](CO2)CN(CC3)C(C=C)=O)C(=C1)OCCN(C)C)F 1-[(12aR)-9-(2-chloro-6-hydroxyphenyl)-7-[2-(dimethylamino)ethoxy]-10-fluoro-3,4,12,12a-tetrahydro-6H-pyrazino[2,1-c][1,4]benzoxazepin-2(1H)-yl]prop-2-en-1-one